(5-((1,5-dimethyl-1H-benzo[d][1,2,3]triazol-6-yl)ethynyl)-8-(methylamino)-2,7-naphthyridin-3-yl)cyclopropanecarboxamide CN1N=NC2=C1C=C(C(=C2)C)C#CC2=C1C=C(N=CC1=C(N=C2)NC)C2(CC2)C(=O)N